diazain N1=NC=CC=C1